BrC=1C=C(C=2CCN(CC2C1)C)N 7-bromo-2-methyl-1,2,3,4-tetrahydroisoquinolin-5-amine